methyl 2-bromo-4-{2-[(2S)-2-(2-methylphenyl)pyrrolidin-1-yl]-7-azaspiro[3.5]nonan-7-yl}benzoate BrC1=C(C(=O)OC)C=CC(=C1)N1CCC2(CC(C2)N2[C@@H](CCC2)C2=C(C=CC=C2)C)CC1